3-[(cyanomethyl)amino]-4-{1-[(5-methoxy-7-methyl-1H-indol-4-yl)methyl]piperidin-2-yl}benzoic acid C(#N)CNC=1C=C(C(=O)O)C=CC1C1N(CCCC1)CC1=C2C=CNC2=C(C=C1OC)C